NC=1C=2N(C=CN1)C(=NC2C2=CC=C(C=C2)C(C)(C2=CC=CC=C2)O)[C@H]2CN1C(CC[C@@H]1CC2)=O (6R,8aS)-6-{8-Amino-1-[4-(1-hydroxy-1-phenylethyl)phenyl]imidazo[1,5-a]pyrazin-3-yl}-hexahydroindolizin-3(2H)-on